2-(4-methoxybenzyl)hexahydro-3H-imidazo[5,1-c][1,4]oxazin-3-one COC1=CC=C(CN2C(N3C(COCC3)C2)=O)C=C1